N-butyl-nitrooxyethyl-nitro-amine C(CCC)N([N+](=O)[O-])CCO[N+](=O)[O-]